tert-Butyl 3-(5-(4,4,5,5-tetramethyl-1,3,2-dioxaborolan-2-yl)pyridin-2-yl)azetidine-1-carboxylate CC1(OB(OC1(C)C)C=1C=CC(=NC1)C1CN(C1)C(=O)OC(C)(C)C)C